3,3,3-trifluoro-1-(3-(4-(2-(trifluoromethyl)phenyl)piperidine-1-carbonyl)-4,6-dihydropyrrolo[3,4-c]pyrazol-5(1H)-yl)propan-1-one FC(CC(=O)N1CC=2NN=C(C2C1)C(=O)N1CCC(CC1)C1=C(C=CC=C1)C(F)(F)F)(F)F